C1(CC1)CC(C(=O)N[C@@H](CC(C)C)OB(O)O)C(=O)NCC1=CC(=CC=C1)OC ((1R)-1-(2-(cyclopropylmethyl)-3-((3-methoxybenzyl)amino)-3-oxopropionamido)-3-methylbutyl)boric acid